COC1=C(C(=CC(=C1)CC=C)OC)OC 1,2,3-trimethoxy-5-prop-2-enyl-benzene